3,4-bis((4-chlorophenyl)oxy)benzaldehyde ClC1=CC=C(C=C1)OC=1C=C(C=O)C=CC1OC1=CC=C(C=C1)Cl